CN1[C@H]2[C@@H]3C=CC[C@H]4[C@@]3(C=3C(=C(C=CC3C2)OC)O4)CC1 17-methyl-3-methoxy-4,5alpha-epoxy-7,8-didehydromorphinan